2-{2-[(S)-amino(4-methylcyclohexyl)methyl]-4-fluoro-1H-benzimidazol-5-yl}-N,N-dimethylpyridine-3-carboxamide N[C@H](C1=NC2=C(N1)C=CC(=C2F)C2=NC=CC=C2C(=O)N(C)C)C2CCC(CC2)C